FC1(C[C@@H](CNC1)NC1=NC=CC(=N1)C1=C(N=C(S1)C)OC1=CC(=C(C(=C1)F)NS(=O)(=O)C(F)F)F)F N-[4-[5-[2-[[(3S)-5,5-difluoro-3-piperidyl]amino]pyrimidin-4-yl]-2-methyl-thiazol-4-yl]oxy-2,6-difluoro-phenyl]-1,1-difluoro-methanesulfonamide